COCC[N@@]1C(C1)C(=O)N(CC(=O)OC(C)(C)C)C tert-butyl (R)-N-(1-(2-methoxyethyl)aziridine-2-carbonyl)-N-methylglycinate